tris[N-nitroso-N-phenylhydroxylamine] aluminum salt [Al].N(=O)N(O)C1=CC=CC=C1.N(=O)N(O)C1=CC=CC=C1.N(=O)N(O)C1=CC=CC=C1